C(C)(C)N(C(=O)C=1SC=CC1)C(C)C N,N-diisopropylthiophene-2-carboxamide